ClC1=C(C=CC=C1)C(C(=O)O)N1C[C@@H](CC1)C(=O)N1CCC(CC1)C1=NC=2NCCCC2C=C1 2-(2-chlorophenyl)-2-((R)-3-(4-(5,6,7,8-tetrahydro-1,8-naphthyridin-2-yl)piperidine-1-carbonyl)pyrrolidin-1-yl)acetic acid